[3-(4-aminocinnolin-7-yl)-4-[4-(methylcarbamoyl)-1H-pyrazol-1-yl]phenyl]boronic acid formic acid salt C(=O)O.NC1=CN=NC2=CC(=CC=C12)C=1C=C(C=CC1N1N=CC(=C1)C(NC)=O)B(O)O